(S)-5-((4-((2-hydroxy-1-phenylethyl)amino)-5-(3-(pyridin-3-yl)-1,2,4-oxadiazol-5-yl)pyridin-2-yl)amino)-3,3-dimethyl-[1,2]oxaborolo[4,3-d]pyrimidin-1(3H)-ol OC[C@H](C1=CC=CC=C1)NC1=CC(=NC=C1C1=NC(=NO1)C=1C=NC=CC1)NC=1N=CC2=C(N1)C(OB2O)(C)C